C(C)C=1N=C(C2=C(N1)SC(=C2)C)NCCCC2=CC=C(C=C2)C2=CC=NC=C2 2-ethyl-6-methyl-N-(3-(4-(pyridin-4-yl)phenyl)propyl)thieno[2,3-d]pyrimidin-4-amine